2-(1,4-dioxaspiro[4.5]decan-8-yl)ethyl (4-nitrophenyl) carbonate C(OCCC1CCC2(OCCO2)CC1)(OC1=CC=C(C=C1)[N+](=O)[O-])=O